COC1=NS(C2=C1C=CC=C2)(=O)=O Methoxybenzo[d]isothiazole 1,1-dioxide